OC1=CC=C(N=N1)N1C(NC2=C(C1=O)SC=N2)=S 6-(6-hydroxypyridazin-3-yl)-5-thioxo-5,6-dihydrothiazolo[4,5-d]pyrimidin-7(4H)-one